O1C(=C(C=C1)C(=O)[O-])C(=O)OCCCCC monopentyl furandicarboxylate